C(C)(C)(C)OC(=O)NCC1=NN(C=2N=CC=C(C21)C(=O)OCC)C2=CC=C(C=C2)OC(F)F ethyl 3-(((tert-butoxycarbonyl)amino)methyl)-1-(4-(difluoromethoxy)phenyl)-1H-pyrazolo[3,4-b]pyridine-4-carboxylate